[O].[Ga].[Ir] iridium gallium oxygen